CC1=C(N=CS1)[C@]1(NC(NC1=O)=O)CNC(OC(C)(C)C)=O |r| rac-tert-butyl {[4-(5-methyl-1,3-thiazol-4-yl)-2,5-dioxoimidazolidin-4-yl]methyl}carbamate